tert-butyl 4-(2-cyanopyrimidin-4-yl)piperazine-1-carboxylate C(#N)C1=NC=CC(=N1)N1CCN(CC1)C(=O)OC(C)(C)C